2-[(1R,2R)-2-[2,6-di(acetoxy)-4-pentylphenyl]-4-methylcyclohex-3-ene-1-yl]prop-2-en-1-yl acetate C(C)(=O)OCC(=C)[C@H]1[C@@H](C=C(CC1)C)C1=C(C=C(C=C1OC(C)=O)CCCCC)OC(C)=O